4-(4-amino-3-fluorophenoxy)-N-methyl-2-pyridinecarboxamide NC1=C(C=C(OC2=CC(=NC=C2)C(=O)NC)C=C1)F